CC1=CC=C(C=C1)S(=O)(=O)O.CC(CN=C=NC1CCCCC1)N1CCOCC1 methyl-1-cyclohexyl-(2-morpholinoethyl)carbodiimide p-toluenesulfonate